NCCCC1=CN(C2=CC(=CC=C12)CNCC=1NC2=CC=CC=C2C1C1NC(C2=CC=C(C=C12)O)=O)CC=1N=CN(C1)C 3-(2-((((3-(3-aminopropyl)-1-((1-methyl-1H-imidazol-4-yl)methyl)-1H-indol-6-yl)methyl)amino)methyl)-1H-indol-3-yl)-5-hydroxyisoindolin-1-one